3-tert-amylperoxy-1,3-dimethylbutyl methacrylate C(C(=C)C)(=O)OC(CC(C)(C)OOC(C)(C)CC)C